acryloyl-1,4-dioxane C(C=C)(=O)C1OCCOC1